N[C@H]1CS(C2=C(N(C1=O)CC1=CC=C(C=C1)Cl)C=C(C(=C2)F)C2=NC(=NO2)C(C)(C)C)(=O)=O (3R)-3-amino-7-(3-tert-butyl-1,2,4-oxadiazol-5-yl)-5-[(4-chlorophenyl)methyl]-8-fluoro-1,1-dioxo-2,3-dihydro-1lambda6,5-benzothiazepin-4-one